ethyl 5-((2-chloro-6-fluoro-3-methoxybenzyl)amino)-8-phenylimidazo[1,5-c]pyrimidine-1-carboxylate ClC1=C(CNC2=NC=C(C=3N2C=NC3C(=O)OCC)C3=CC=CC=C3)C(=CC=C1OC)F